ClC1=CC(=NC(=N1)OC)N (6-chloro-2-methoxy-pyrimidin-4-yl)-amine